5-methoxypyrrolidine-1,2-dicarboxylate COC1CCC(N1C(=O)[O-])C(=O)[O-]